FC1=CC=C(C=C1)CN(C1=C(C(=NN1C(=O)C1=COC=C1)C1C(C(N1CC(=O)N1CCOCC1)=O)C)OC)C 4-(5-{[(4-Fluorophenyl)methyl](methyl)amino}-1-(furan-3-carbonyl)-4-methoxy-1H-pyrazol-3-yl)-3-methyl-1-[2-(morpholin-4-yl)-2-oxoethyl]azetidin-2-on